F[C@@H]1[C@H]2[C@H](N([C@@H](C1)C2)C(=O)OC(C)(C)C)C=2NC(C1=C(N2)C=C(S1)C=1C=NNC1C)=O |o1:2,5| tert-butyl (1R*,3S,4R*,5S)-5-fluoro-3-[6-(5-methyl-1H-pyrazol-4-yl)-4-oxo-3,4-dihydrothieno[3,2-d]pyrimidin-2-yl]-2-azabicyclo[2.2.1]heptane-2-carboxylate